C(CCCCCCCCCCCCCCCCCCCCC)(=O)N1[C@@H](CCC1)C(=O)O N-behenoyl-proline